4-((4-([1,1'-biphenyl]-3-yl)-5-chloropyrimidin-2-yl)amino)-N-(2-(2-(2-aminoethoxy)ethoxy)ethyl)benzenesulfonamide C1(=CC(=CC=C1)C1=NC(=NC=C1Cl)NC1=CC=C(C=C1)S(=O)(=O)NCCOCCOCCN)C1=CC=CC=C1